1-(3-chloro-4-[2-[2-(dimethylamino)ethoxy]ethyl]phenyl)-3-[[2-(2,6-dioxopiperidin-3-yl)-1-oxo-3H-isoindol-5-yl]methyl]urea ClC=1C=C(C=CC1CCOCCN(C)C)NC(=O)NCC=1C=C2CN(C(C2=CC1)=O)C1C(NC(CC1)=O)=O